C[C@@H]1CN(C[C@@H](O1)C=1C=NN(C1)C)S(=O)(=O)C1=CC=C(C=C1)C (2R,6S)-2-methyl-6-(1-methylpyrazol-4-yl)-4-(p-tolylsulfonyl)morpholine